9,9',9''-(6-(4-(9H-carbazol-9-yl)phenyl)-4-(dibenzo[b,d]thiophen-2-yl)pyridine-2,3,5-triyl)tris(9H-carbazole-3,6-dicarbonitrile) C1=CC=CC=2C3=CC=CC=C3N(C12)C1=CC=C(C=C1)C1=C(C(=C(C(=N1)N1C2=CC=C(C=C2C=2C=C(C=CC12)C#N)C#N)N1C2=CC=C(C=C2C=2C=C(C=CC12)C#N)C#N)C1=CC2=C(SC3=C2C=CC=C3)C=C1)N1C3=CC=C(C=C3C=3C=C(C=CC13)C#N)C#N